2-(4-bromophenyl)benzoAzole BrC1=CC=C(C=C1)C=1NC2=C(C1)C=CC=C2